ClC1=CC2=C(N=C(S2)NC(=O)C23CC4CC(CC(C2)C4)C3)C=C1 N-(6-chloro-1,3-benzothiazol-2-yl)adamantan-1-carboxamide